1-tert-butyl 3-ethyl 4-oxo-3-(3-(trifluoromethyl)phenethyl)piperidine-1,3-dicarboxylate O=C1C(CN(CC1)C(=O)OC(C)(C)C)(C(=O)OCC)CCC1=CC(=CC=C1)C(F)(F)F